NCCOCCOCCOCCNS(=O)(=O)C1=CC=C(OC2=C(C=C(C=C2F)/C=C(/C(=O)OCC)\C)F)C=C1 (E)-ethyl 3-(4-(4-(N-(2-(2-(2-(2-aminoethoxy)ethoxy)ethoxy)ethyl)sulfamoyl)phenoxy)-3,5-difluorophenyl)-2-methylacrylate